C(#N)C[C@@H]1N(CCN(C1)C1=NC(=NC=2CC3(CCC12)CCCC1=CC=C(C=C13)O)OC[C@H]1N(CCC1)C)C(=O)OC(C)(C)C Tert-Butyl (2S)-2-(cyanomethyl)-4-(7-hydroxy-2'-(((S)-1-methylpyrrolidin-2-yl)methoxy)-3,4,5',8'-tetrahydro-2H,6'H-spiro[naphthalene-1,7'-quinazolin]-4'-yl)piperazine-1-carboxylate